(3S)-1-[(2R)-2-[4-(2-chloro-4-fluoro-phenyl)-2-oxo-chromen-7-yl]oxypropionyl]piperidine-3-carboxylic acid heptyl ester C(CCCCCC)OC(=O)[C@@H]1CN(CCC1)C([C@@H](C)OC1=CC=C2C(=CC(OC2=C1)=O)C1=C(C=C(C=C1)F)Cl)=O